4-trifluoromethyl-1,3-dioxolane-2-one FC(C1OC(OC1)=O)(F)F